ethyl 3-(4-(2-(5-((6,7-difluoro-4-(methylsulfinyl)-1H-indol-5-yl)oxy)-2-fluorophenyl)-1-methyl-1H-imidazol-4-yl)-4-methylchroman-8-yl)propanoate FC1=C(C(=C2C=CNC2=C1F)S(=O)C)OC=1C=CC(=C(C1)C=1N(C=C(N1)C1(CCOC2=C(C=CC=C12)CCC(=O)OCC)C)C)F